C1(CC1)C1=CC=C2C=CC=NC2=C1NS(=O)(=O)C1=NC=CC=C1C N-(7-cyclopropylquinolin-8-yl)-3-methylpyridine-2-sulfonamide